(R)-(1-methyl-3-(trifluoromethyl)-1H-1,2,4-triazol-5-yl)(4-(pyrazolo[1,5-a]pyridin-2-yl)-6,7-dihydro-1H-imidazo[4,5-c]pyridin-5(4H)-yl)methanone CN1N=C(N=C1C(=O)N1[C@H](C2=C(CC1)NC=N2)C2=NN1C(C=CC=C1)=C2)C(F)(F)F